ethyl 2-(4-bromo-5-fluoro-2-nitrophenyl)propanoate BrC1=CC(=C(C=C1F)C(C(=O)OCC)C)[N+](=O)[O-]